4-(5,6,7,8-tetrahydro-1,7-naphthyridin-5-yl)benzene-1,2-diol N1=CC=CC=2C(CNCC12)C=1C=C(C(=CC1)O)O